3-(((1-(methylsulfonyl)-4-phenylpyrrolidin-2-yl)methyl)thio)benzonitrile CS(=O)(=O)N1C(CC(C1)C1=CC=CC=C1)CSC=1C=C(C#N)C=CC1